FC1=C(C(=C(C(=C1[B-](C1=C(C(=C(C(=C1F)F)F)F)F)(C1=C(C(=C(C(=C1F)F)F)F)F)C1=C(C(=C(C(=C1F)F)F)F)F)F)F)F)F.C(CCC)[NH+](CCCC)CCCC tri(n-butyl)ammonium tetrakis(pentafluorophenyl)-borate